N-methoxy-2-((2-((3-morpholinophenyl)amino)-5-(trifluoromethyl)pyrimidin-4-yl)amino)benzamide CONC(C1=C(C=CC=C1)NC1=NC(=NC=C1C(F)(F)F)NC1=CC(=CC=C1)N1CCOCC1)=O